(R)-5,6,7-trifluoro-3-((1-isopropylpyrrolidin-2-yl)methyl)-1H-indole FC=1C=C2C(=CNC2=C(C1F)F)C[C@@H]1N(CCC1)C(C)C